(E)-4-(8-amino-3-(1-(4-methoxybut-2-enoyl)piperidin-2-yl)imidazo[1,5-a]pyrazin-1-yl)-2-methoxy-N-(4-propylpyridin-2-yl)benzamide NC=1C=2N(C=CN1)C(=NC2C2=CC(=C(C(=O)NC1=NC=CC(=C1)CCC)C=C2)OC)C2N(CCCC2)C(\C=C\COC)=O